BrC=1C=CC(=NC1)NC1=CC=C(C=C1)Br 5-bromo-N-(4-bromophenyl)pyridin-2-amine